C1(CC1)CN1C(C2=CC(=CC=C2C=C1)C=1C=CC(=NC1)NC(CCC(C)(F)F)=O)=O N-(5-(2-(cyclopropylmethyl)-1-oxo-1,2-dihydroisoquinolin-7-yl)pyridin-2-yl)-4,4-difluorovaleramide